OC1=C(N=CC2=CC(=CC=C12)SC1=CC=CC=C1)C(=O)NC(C(=O)O)C 2-[(4-hydroxy-7-phenylsulfanyl-isoquinoline-3-carbonyl)-amino]-propionic acid